Ethyl [1-(4-Chloro-phenyl)-2-methyl-1H-pyrrolo[3,2-b]pyridin-6-yl]acetate ClC1=CC=C(C=C1)N1C(=CC2=NC=C(C=C21)CC(=O)OCC)C